CC1=NNC(=C1C1=C(C=C(C=N1)NC([C@H](C1CCC(CC1)C)NC(=O)C1=CC=NN1C(C=C)C=C)=O)F)C N-((1S)-2-((6-(3,5-dimethyl-1H-pyrazol-4-yl)-5-fluoropyridin-3-yl)amino)-1-(4-methylcyclohexyl)-2-oxoethyl)-1-(penta-1,4-dien-3-yl)-1H-pyrazole-5-carboxamide